eicosanoic acid methyl ester COC(CCCCCCCCCCCCCCCCCCC)=O